tetraethylene [3,5-di-tert-butyl-4-hydroxyphenyl] propionate C(CC)(=O)OC1=CC(=C(C(=C1)C(C)(C)C)O)C(C)(C)C.C=C.C=C.C=C.C=C